BrC1=CC(=C(C=C1)CS(=O)(=O)[O-])I.[Na+] sodium (4-bromo-2-iodophenyl)methanesulfonate